2-methyl-4''-(4-pentylcyclohexyl)-[1,1':4',1''-terphenyl]-4-amine CC1=C(C=CC(=C1)N)C1=CC=C(C=C1)C1=CC=C(C=C1)C1CCC(CC1)CCCCC